2-(2,4-dimethyl-5-(2-oxoethyl)phenyl)acetic acid CC1=C(C=C(C(=C1)C)CC=O)CC(=O)O